C(=O)(O)C=1C=C(C(=NC1)C)N1CCN(CCN(CC1)C=1C(=NC=CC1)C)C=1C(=NC=CC1)C 1-[(5-carboxy-2-methylpyridinyl)]-4,7-bis(2-methylpyridinyl)-1,4,7-triazacyclononane